tert-butyl 6,6-difluoro-3-[methyl (6-{4-[1-(oxan-2-yl)pyrazol-4-yl]-1H-indazol-7-yl}pyridazin-3-yl)amino]-8-azabicyclo[3.2.1]octane-8-carboxylate FC1(C2CC(CC(C1)N2C(=O)OC(C)(C)C)N(C=2N=NC(=CC2)C=2C=CC(=C1C=NNC21)C=2C=NN(C2)C2OCCCC2)C)F